C1(=CC(=CC=C1)C=1C=CC(=NC1)C(C(=O)N)C)C (5-(m-tolyl)pyridin-2-yl)propanamide